C(C)(C)(C)OC(NC=1C=NC(=CC1)C(C(C)(C1=NC=CC=C1)C)O)=O (6-(1-Hydroxy-2-methyl-2-(pyridin-2-yl)propyl)pyridin-3-yl)carbamic acid tert-butyl ester